ClC1=C(C=CC(=C1)F)C1=CNC(C2=CC(=CC=C12)O[C@@H](C(=O)N1CCS(CC1)=O)C)=O (R)-4-(2-chloro-4-fluorophenyl)-7-((1-(1-oxidothiomorpholino)-1-oxopropan-2-yl)oxy)isoquinolin-1(2H)-one